di(sulfosuccinimidyl) suberate C(CCCCCCC(=O)ON1C(C(CC1=O)S(=O)(=O)O)=O)(=O)ON1C(C(CC1=O)S(=O)(=O)O)=O